N1(CCCC1)C1=CC=C(C=C1)C1=NOC(=N1)CC(C(=O)O)=C ((3-(4-(pyrrolidin-1-yl)phenyl)-1,2,4-oxadiazol-5-yl)methyl)acrylic acid